IC1=CN=C2N(C1=O)C=C(C=C2C(F)(F)F)CNCCOC 3-iodo-7-[(2-methoxyethylamino)methyl]-9-(trifluoromethyl)pyrido[1,2-a]pyrimidin-4-one